2-hydroxy-1-{4-[4-(2-hydroxy-2-methyl-propionyl)-benzyl]-phenyl}-2-methyl-propan-1-ONE OC(C(=O)C1=CC=C(C=C1)CC1=CC=C(C=C1)C(C(C)(C)O)=O)(C)C